BrC1=C(C=C(C(=O)N2CC=3N(C[C@@H]2C)C(N(C3C(=O)NCC3=C(C=CC=C3)C3=NC=CC=N3)C3=CC=C(C=C3)N3N=CC=C3)=O)C=C1)C#N |r| rac-(6S)-7-(4-bromo-3-cyano-benzoyl)-6-methyl-3-oxo-2-(4-pyrazol-1-ylphenyl)-N-[(2-pyrimidin-2-ylphenyl)methyl]-6,8-dihydro-5H-imidazo[1,5-a]pyrazine-1-carboxamide